1-((2S,5S)-2-((6-chloro-1H-pyrazolo[3,4-d]pyrimidin-1-yl)methyl)-5-hydroxypiperidin-1-yl)ethan-1-one ClC1=NC=C2C(=N1)N(N=C2)C[C@H]2N(C[C@H](CC2)O)C(C)=O